C(C=C)N1N(C2=NC(=NC=C2C1=O)NC=1C=C(C=CC1F)C)C1=NC(=CC=C1)NC1CCNCC1 allyl-6-(4-fluoro-3-toluidino)-1-[6-(4-piperidylamino)-2-pyridyl]-1,2-dihydro-3H-1,2,5,7-tetraazainden-3-one